Natrium Sulfosuccinat S(=O)(=O)(O)C(C(=O)[O-])CC(=O)[O-].[Na+].[Na+]